(S)-3-(2-methylpyrrolidin-1-yl)-4-((pyrrolidin-1-ylsulfonyl)carbamoyl)benzoic acid C[C@@H]1N(CCC1)C=1C=C(C(=O)O)C=CC1C(NS(=O)(=O)N1CCCC1)=O